6-morpholinyl-N4-(2-(pyrrolidin-1-yl)ethyl)-1,3,5-triazine-2,4-diamine N1(CCOCC1)C1=NC(=NC(=N1)N)NCCN1CCCC1